CC=1C=C2C=CC(=NC2=CC1)C1=CC=C(C=C1)NS(N)(=O)=O N-(4-(6-methylquinolin-2-yl)phenyl)sulfamoylamine